1-[1-(4-chlorophenyl)-5-oxopyrrolidin-3-yl]-3-(2-fluorophenyl)urea ClC1=CC=C(C=C1)N1CC(CC1=O)NC(=O)NC1=C(C=CC=C1)F